FC=1C=C(C=C(C1)F)CC(=O)N 3,5-difluorobenzeneacetamide